N-(4-dimethylaminobenzyl)-1,2-ethylenediamine CN(C1=CC=C(CNCCN)C=C1)C